C1(CCCCC1)N1C(=O)N(C=2N=CNC2C1=O)C1CCCCC1 1,3-dicyclohexylxanthine